2-(3-(dimethylamino)propyl)-5-((4-(4-(trifluoromethyl)piperidin-1-yl)phenyl)amino)isoindolin-1-one CN(CCCN1C(C2=CC=C(C=C2C1)NC1=CC=C(C=C1)N1CCC(CC1)C(F)(F)F)=O)C